4-vinyl-dihydrofuran-2(3H)-one C(=C)C1CC(OC1)=O